ClC=1C=C(C=NC1)C1=NC(=C2N=CN(C2=N1)[C@H]1[C@@H]([C@@H]([C@H](O1)C(=O)NC([2H])([2H])[2H])O)O)NCC1=C(C=CC(=C1)Cl)Cl (2S,3S,4R,5R)-5-(2-(5-chloropyridin-3-yl)-6-(2,5-dichlorobenzylamino)-9H-purin-9-yl)-3,4-dihydroxyl-N-((methyl-d3))-tetrahydrofuran-2-carboxamide